FC(N1C2=C(C=3C=CC(=CC13)C=1C=CC(=NC1)N1CCC(CC1)CCN1CCN(CC1)C=1C=C3C(N(C(C3=CC1)=O)C1C(NC(CC1)=O)=O)=O)C=NC=C2)F 5-(4-(2-(1-(5-(5-(difluoromethyl)-5H-pyrido[4,3-b]indol-7-yl)pyridin-2-yl)piperidin-4-yl)ethyl)piperazin-1-yl)-2-(2,6-dioxopiperidin-3-yl)isoindoline-1,3-dione